OC1=C(C(=CC(=C1CN(C(OC)=O)CC)CCCCC)O)C1C(CCC(=C1)C)C(=C)C methyl ((2,6-dihydroxy-5'-methyl-4-pentyl-2'-(prop-1-en-2-yl)-1',2',3',4'-tetrahydro-[1,1'-biphenyl]-3-yl)methyl)(ethyl)carbamate